OC(C(=O)O)(CC)CC hydroxy-α-ethylbutyric acid